C1(=CC=CC=C1)CCCNC(=O)N1C=NC2=C1C=CC=C2N2CC1C(C2)CN(C1)C(=O)OC(C)(C)C tert-butyl 5-(1-((3-phenylpropyl)carbamoyl)-1H-benzo[d]imidazol-4-yl)-hexahydropyrrolo[3,4-c]pyrrole-2(1H)-carboxylate